C(C)(=O)NC1=C2C(N(C(C2=CC=C1)=O)[C@@H](CC(=O)OC)C1=CC(=C(C=C1)OC)OC(C)C)=O methyl (S)-3-(4-acetamido-1,3-dioxoisoindolin-2-yl)-3-(3-isopropoxy-4-methoxyphenyl)propionate